CN1N=CC2=CC(=CC=C12)CN1C=NC2=CC=C(C=C2C1=O)OC1=CC(=NC=C1)C=1C=NN(C1)C 3-[(1-methylindazol-5-yl)methyl]-6-{[2-(1-methylpyrazol-4-yl)-4-pyridyl]oxy}quinazolin-4-one